CN(C1=CC=C(C=C1)C1C2=C3CCC(C=C3C(C[C@H]2[C@@H]2CCC3(OCCC3)[C@@]2(C)C1)C)=O)C 11-(4-dimethylaminophenyl)-6-methyl-4',5'-di-hydrospiro[estra-4,9-diene-17,2'(3'H)-furan]-3-one